(S)-2-(1-((5-((4-(3-((2-(1-hydroxyethyl)-1H-imidazol-1-yl)methyl)isoxazol-5-yl)phenyl)ethynyl)pyridin-2-yl)methyl)azetidin-3-yl)acetic acid O[C@@H](C)C=1N(C=CN1)CC1=NOC(=C1)C1=CC=C(C=C1)C#CC=1C=CC(=NC1)CN1CC(C1)CC(=O)O